FC(C(=O)O)(F)F.FC1(CN(CC1)CC(=O)O)F 2-(3,3-difluoropyrrolidin-1-yl)acetic acid trifluoroacetate